ClC1=C(C=C2C(=N1)COC2)C(=O)NC=2C=C1C(=CC(NC1=C(C2)OC)=O)C 2-chloro-N-(8-methoxy-4-methyl-2-oxo-1H-quinolin-6-yl)-5,7-dihydrofuro[3,4-b]pyridine-3-carboxamide